hydride copper [Cu+2].[H-].[H-]